C(C)C=1N=C2N(C=C(C=C2)C=2N=C3N(C(C2)=O)C=C(C=C3)N3CCNCC3)C1 2-(2-ethylimidazo[1,2-a]pyridin-6-yl)-7-(piperazin-1-yl)-4H-pyrido[1,2-a]pyrimidin-4-one